FC1(CC2(C1)CN(CC2)C=2C=1N(N=C(C2)C=2C(=NC(=NC2)OC)OC)C=CN1)F 8-(2,2-difluoro-6-azaspiro[3.4]octan-6-yl)-6-(2,4-dimethoxypyrimidin-5-yl)imidazo[1,2-b]pyridazine